ClC=1C(=C2C=NNC2=CC1C)C1=C(C=2N=C(N=C(C2C=N1)NCC1(CCC1)N(C)C)OC[C@]12CCCN2C[C@@H](C1)F)F 7-(5-chloro-6-methyl-1H-indazol-4-yl)-N-((1-(dimethylamino)cyclobutyl)methyl)-8-fluoro-2-(((2R,7aS)-2-fluorotetrahydro-1H-pyrrolizin-7a(5H)-yl)methoxy)pyrido[4,3-d]pyrimidin-4-amine